FC=1C(NC(N(C1)[C@H]1C[C@@H]2OP(OC[C@H]2O1)(=O)OCCC1=CC=C(C=C1)C)=O)=O 5-Fluoro-1-((4aR,6R,7aS)-2-(4-methylphenethoxy)-2-oxidotetrahydro-4H-furo[3,2-d][1,3,2]dioxaphosphinin-6-yl)pyrimidine-2,4(1H,3H)-dione